CC=1C=C(SC1C)C(C(=CC)C)=O 1-(4,5-dimethylthiophen-2-yl)-2-methylbut-2-en-1-one